(3R,4R)-3-((R)-8-fluoro-5H-imidazo[5,1-a]isoindol-5-yl)-tetrahydro-2H-pyran-4-ol FC1=CC=C2[C@H](N3C(C2=C1)=CN=C3)[C@@H]3COCC[C@H]3O